cesium fluoride, hydrofluoride salt F.[F-].[Cs+]